D-2-deoxy-2-acetamido-glucopyranose C(C)(=O)N[C@H]1C(O)O[C@@H]([C@H]([C@@H]1O)O)CO